FC1(CC(C1)C(=O)N[C@H](C(=O)N1[C@@H]([C@H]2C([C@H]2C1)(C)C)C(=O)[O-])CC=1C=NC=CC1)F (1R,2S,5S)-3-[(2S)-2-[(3,3-difluorocyclobutanecarbonyl)amino]-3-(3-pyridyl)propanoyl]-6,6-dimethyl-3-azabicyclo[3.1.0]hexane-2-carboxylate